tert-butyl 4-(6-bromo-2-pyridyl)piperidine-1-carboxylate BrC1=CC=CC(=N1)C1CCN(CC1)C(=O)OC(C)(C)C